FC1(CC1)C(=O)N1CCCC2=CC(=CC=C12)C1(CCC1)C(=O)NC1=NC=C(C=C1)F 1-[1-(1-Fluorocyclopropan-1-carbonyl)-1,2,3,4-tetrahydrochinolin-6-yl]-N-(5-fluoropyridin-2-yl)cyclobutan-1-carboxamid